N-(2-Methyl-5-(1-methylazetidin-3-yl)phenyl)-4-(4-(methylsulfonyl)thiophen-2-yl)-5-(trifluoromethyl)pyrimidin-2-amine CC1=C(C=C(C=C1)C1CN(C1)C)NC1=NC=C(C(=N1)C=1SC=C(C1)S(=O)(=O)C)C(F)(F)F